2-(2-(1H-benzo[d]imidazol-2-yl)ethyl)-4-methyl-5-(pyrrolidin-1-yl)thiazole N1C(=NC2=C1C=CC=C2)CCC=2SC(=C(N2)C)N2CCCC2